2-bromo-1-(2,4-dimethoxyphenyl)ethanone zinc 2-hexyldecanoate C(CCCCC)C(C(=O)[O-])CCCCCCCC.[Zn+2].BrCC(=O)C1=C(C=C(C=C1)OC)OC.C(CCCCC)C(C(=O)[O-])CCCCCCCC